BrC1=C(N(N=C1)C)C=1C=C(C=CC1OC(F)(F)F)NC(=O)NC1=C(C=C(C=C1)F)F 1-[3-(4-Bromo-2-methyl-2H-pyrazol-3-yl)-4-trifluoromethoxy-phenyl]-3-(2,4-difluoro-phenyl)-urea